C(C)(=O)NC1=C(C(=O)O)C=C(C(=C1)Br)F 2-acetamido-4-bromo-5-fluorobenzoic acid